COC1=C(C=CC(=C1)N1CCC(CC1)N1CCN(CC1)C)NC1=NC=CC(=N1)NC1=C(C=CC=C1)N(S(=O)(=O)C)C 2-((2-methoxy-4-(4-(4-methylpiperazin-1-yl)piperidin-1-yl)phenyl)amino)-4-((2-(N-methylmethylsulfonamido)phenyl)amino)pyrimidin